heptacosan-1-yl palmitate C(CCCCCCCCCCCCCCC)(=O)OCCCCCCCCCCCCCCCCCCCCCCCCCCC